2-benzyl-6-(p-toluenesulfonyl)-2,6-diazaspiro[3.3]heptane C(C1=CC=CC=C1)N1CC2(C1)CN(C2)S(=O)(=O)C2=CC=C(C)C=C2